Cl.N[C@H]1C(NC1)=O (R)-3-aminoazetidin-2-one hydrochloride